FC1(CCC2=C1N=C(N=C2C2=CC=C(C=C2)[C@H](C)NS(=O)(=O)C)N2[C@H]([C@@H](C2)O)C)F N-[(1S)-1-[4-[7,7-difluoro-2-[(2S,3R)-3-hydroxy-2-methyl-azetidin-1-yl]-5,6-dihydrocyclopenta[d]pyrimidin-4-yl]phenyl]ethyl]methanesulfonamide